3-amino-4-(5-methoxy-2-nitrophenyl)but-2-enoic acid methyl ester COC(C=C(CC1=C(C=CC(=C1)OC)[N+](=O)[O-])N)=O